N[C@@H]1CN(CC[C@H]1F)C1=NC2=C(N1CC1=CC=C(C#N)C=C1)C(=CC(=C2)F)F 4-((2-((3r,4r)-3-amino-4-fluoro-1-piperidinyl)-5,7-difluoro-1H-benzoimidazol-1-yl)methyl)benzonitrile